2-amino-N-((2,6-dihydroxy-5'-methyl-4-pentyl-2'-(prop-1-en-2-yl)-[1,1'-biphenyl]-3-yl)sulfonyl)acetamide NCC(=O)NS(=O)(=O)C=1C(=C(C(=CC1CCCCC)O)C1=C(C=CC(=C1)C)C(=C)C)O